N-[(1s,2s)-2-hydroxycyclohexyl]-4-(3-isobutylcarbamoylbenzyl)-pyrrolo[1,2-b]pyridazine-2-carboxamide O[C@@H]1[C@H](CCCC1)NC(=O)C=1C=C(C=2N(N1)C=CC2)CC2=CC(=CC=C2)C(NCC(C)C)=O